1-(2,4-difluorophenyl)ethan-1-amine hydrochloride Cl.FC1=C(C=CC(=C1)F)C(C)N